5-(difluoromethyl)-1-(2-(dimethylamino)-2-oxoethyl)-1H-pyrazole-3-carboxylic acid FC(C1=CC(=NN1CC(=O)N(C)C)C(=O)O)F